COC(=O)C1CN(C(C1)=O)C1=NC=C(C(=C1)C)C#N 1-(5-cyano-4-methylpyridin-2-yl)-5-oxopyrrolidine-3-carboxylic acid methyl ester